3-((2-(2-oxa-6-azaspiro[3.3]hept-6-yl)-8-azaspiro[4.5]dec-8-yl)sulfonyl)-2-fluorobenzonitrile C1OCC12CN(C2)C2CC1(CC2)CCN(CC1)S(=O)(=O)C=1C(=C(C#N)C=CC1)F